tris(hydroxymethyl)methylamine OCC(N)(CO)CO